(+/-)-N-[3,5-difluoro-4-({1-(4-methylbenzene-1-sulfonyl)-3-(oxolan-3-yl)-1H-pyrrolo[2,3-b]pyridin-4-yl}oxy)phenyl]-N'-[(3-fluorooxetan-3-yl)methyl]urea FC=1C=C(C=C(C1OC1=C2C(=NC=C1)N(C=C2[C@@H]2COCC2)S(=O)(=O)C2=CC=C(C=C2)C)F)NC(=O)NCC2(COC2)F |r|